CCCCCCCCCCCCCCC[C@H]([C@H](CO[C@H]1C([C@H]([C@@H](C(O1)CO)O[C@H]2C([C@H]([C@H](C(O2)CO)O)O)O)O)O)NC(=O)CCCCCCC/C=C\CCCCCCCC)O N-(9Z-octadecenoyl)-1-beta-lactosyl-sphinganine